N1=C(C=CC=C1)C1CCCC(CCC1)=O pyridinylcyclooctan-5-one